FC1=C(C(=CC=C1)OC)C1=NC=CC(=N1)C=1C=NN(C1)C1=NC(=CC=C1)N1CCN(CC1)C 2-(2-Fluoro-6-methoxyphenyl)-4-{1-[6-(4-methylpiperazin-1-yl)pyridin-2-yl]-1H-pyrazol-4-yl}pyrimidine